FC1(C(C(C1(F)F)(F)F)(OC1=CC=C(C=C1)N)F)OC1=CC=C(C=C1)N 1,2,3,3,4,4-hexafluoro-1,2-bis(4-aminophenoxy)cyclobutane